[SeH-]=[Se].CCC propane diselenide